ClC1=CC(=NC(=C1)N1C(CCC1)(C)C)C(=O)NC1=CC(=C(C(=O)O)C=C1)C 4-(4-Chloro-6-(2,2-dimethylpyrrolidin-1-yl)pyridine-amido)-2-methylbenzoic acid